4-methylphenyl {4-[2-(4-chloro-3-fluorophenoxy)acetamido]-2-hydroxybicyclo[2.2.2]octan-1-yl}carbamate ClC1=C(C=C(OCC(=O)NC23CC(C(CC2)(CC3)NC(OC3=CC=C(C=C3)C)=O)O)C=C1)F